NCC=1C(=C(C=CC1)C1=NN2C(C(=N1)C(=O)NC1=CC(=NN1CC(=O)OCC)C)=CC=C2)F ethyl 2-(5-(2-(3-(aminomethyl)-2-fluorophenyl)pyrrolo[2,1-f][1,2,4]triazine-4-carboxamido)-3-methyl-1H-pyrazol-1-yl)acetate